FC1=C(C=CC=C1C[C@@H]1N(CC2(CC2)[C@@H]1NS(=O)(=O)CF)C(=O)NC[C@H]1OCC1)C1=CC=CC=C1 (6S,7S)-6-((2-fluoro-[1,1'-biphenyl]-3-yl)methyl)-7-((fluoromethyl)sulfonamido)-N-(((S)-oxetan-2-yl)methyl)-5-azaspiro[2.4]heptane-5-carboxamide